COC=1C=C2[C@]3(C(NC2=CC1)=O)[C@@H](C3)C3=CC=C1C(=NNC1=C3)NC3=NC=CN=C3OC (1r,2s)-5'-methoxy-2-{3-[(3-methoxypyrazin-2-yl)amino]-1H-indazol-6-yl}spiro[cyclopropane-1,3'-indol]-2'(1'H)-one